ClC1=NC(=CC=C1C(C)=O)C=1C=NN2C1C=CC(=C2)OC=2N=NC(=CC2)C 1-[2-chloro-6-[6-(6-methylpyridazin-3-yl)oxypyrazolo[1,5-a]pyridin-3-yl]-3-pyridyl]ethanone